ClC=1C=C2C(=NC(=NC2=C(C1C1=C(C(=CC(=N1)N)C)C(F)(F)F)F)OC[C@H]1N(CCC1)C)N1[C@H](CNCC1)C |r| 6-[6-chloro-8-fluoro-4-[rac-(2S)-2-methylpiperazin-1-yl]-2-[[rac-(2S)-1-methylpyrrolidin-2-yl]methoxy]quinazolin-7-yl]-4-methyl-5-(trifluoromethyl)pyridin-2-amine